NC1=NNC2=CC=C(C(=C12)C1=C(C=C2C(=NC(=NC2=C1F)OCCN1C[C@@H](CC1)OC)N1C[C@H](N(C[C@@H]1C)C(C=C)=O)C)Cl)C 1-((2R,5S)-4-(7-(3-amino-5-methyl-1H-indazol-4-yl)-6-chloro-8-fluoro-2-(2-((R)-3-methoxypyrrolidin-1-yl)ethoxy)quinazolin-4-yl)-2,5-dimethylpiperazin-1-yl)prop-2-en-1-one